OC(CC(=O)O)C=O 3-Hydroxy-3-formyl-propanoic acid